C(=C)[C@@](/C=C/C1=CC=C(C=C1)O)(CCC=C(C)C)C 4-[(1e,3s)-3-vinyl-3,7-dimethyloct-1,6-dienyl]phenol